2-(2-bromophenyl)-4,6-dichloro-5-phenylpyrimidine BrC1=C(C=CC=C1)C1=NC(=C(C(=N1)Cl)C1=CC=CC=C1)Cl